((1-cyclohexyl-5-(4-isopropylphenyl)-1H-1,2,4-triazol-3-yl)methyl)-4,4-dimethylpiperidine C1(CCCCC1)N1N=C(N=C1C1=CC=C(C=C1)C(C)C)CN1CCC(CC1)(C)C